2-Propoxypropylvinylether C(CC)OC(COC=C)C